N1(CCCC2=NC=CC=C12)C1=NNC2=NC(=CN=C21)N2[C@@H](C[C@H](CC2)N)C |o1:20,22| rel-(2R,4S)-1-(3-(3,4-dihydro-1,5-naphthyridin-1(2H)-yl)-1H-pyrazolo[3,4-b]pyrazin-6-yl)-2-methylpiperidin-4-amine